2-(2,6-dichloro-4-(6-(difluoromethyl)-3,5-dioxo-4,5-dihydro-1,2,4-triazin-2(3H)-yl)phenoxy)-5-hydroxy-N-((1r,3r)-3-methoxycyclobutyl)pyridine-4-sulfonamide ClC1=C(OC2=NC=C(C(=C2)S(=O)(=O)NC2CC(C2)OC)O)C(=CC(=C1)N1N=C(C(NC1=O)=O)C(F)F)Cl